C(C)(C)(C)OC(NCCOC=1C(=NC(=NC1Cl)Cl)Cl)=O (2-((2,4,6-trichloropyrimidin-5-yl)oxy)ethyl)carbamic acid tert-butyl ester